(S)-6-cyclopropyl-5-methyl-N-(4-(1-((4-methyl-4H-1,2,4-triazol-3-yl)thio)ethyl)pyridin-2-yl)picolinamide C1(CC1)C1=C(C=CC(=N1)C(=O)NC1=NC=CC(=C1)[C@H](C)SC1=NN=CN1C)C